1-amino-3,6,9,12,15,18-hexaoxaheneicosane NCCOCCOCCOCCOCCOCCOCCC